FC(C(C)(O)C=1C(=CC=2N(N1)C(=CN2)C2=NC(=CN=C2)N[C@H]2CNC[C@@H]2F)OC)(F)F 1,1,1-trifluoro-2-(3-(6-(((3S,4S)-4-fluoropyrrolidin-3-yl)amino)pyrazin-2-yl)-7-methoxyimidazo[1,2-b]pyridazin-6-yl)propan-2-ol